N-(4-cyano-3-(pyrrolidin-1-yl)phenyl)-2-(4-((1-(2-(2,6-dioxopiperidine-3-yl)-1,3-dioxoisoindoline-5-yl)azetidin-3-yl)ethynyl)-1H-pyrazol-1-yl)-2-methylpropionamide C(#N)C1=C(C=C(C=C1)NC(C(C)(C)N1N=CC(=C1)C#CC1CN(C1)C=1C=C2C(N(C(C2=CC1)=O)C1C(NC(CC1)=O)=O)=O)=O)N1CCCC1